B(O)(O)C1=CC(=C(C(=O)O)C=C1)[N+](=O)[O-] 4-borono-2-nitrobenzoic acid